N1C(=NC=C1)C1=CC2=C(N(C(=N2)NC=2SC3=C(N2)C=CC(=C3)OC(F)(F)F)C)C=C1 [5-(1H-Imidazol-2-yl)-1-methyl-1H-benzimidazol-2-yl]-(6-trifluoromethoxy-benzothiazol-2-yl)-amine